2,4-diamino-6-mercaptopyrimidine NC1=NC(=CC(=N1)N)S